ethylene glycol dimethyl ether cobalt dibromide [Co](Br)Br.COCCOC